C1(=CC=CC=C1)C=1C(=C2C=C3C(=CC=C4C=5C=CC=CC5N=C34)C2=CC1)C1=NN=NC(=C1C1=C(C=CC=C1)C1=CC=CC=C1)C1=C(C=CC=C1)C1=CC=CC=C1 Phenyl-[bis(biphenylyl)triazinyl]indenocarbazole